N1(CCC1)C1=CC2=C(C=C(O2)C(=O)NS(=O)(=O)C2=NN(C3=NC(=CC=C32)C(F)(F)F)C)C(=C1)F 6-(Azetidin-1-yl)-4-fluoro-N-[1-methyl-6-(trifluoromethyl)-1H-pyrazolo[3,4-b]pyridine-3-sulfonyl]-1-benzofuran-2-carboxamide